N1=C(C=CC=C1)CCC(=O)[O-] 3-(pyridin-2-yl)propanoate